2,5-di-tert-butyl-p-phenylenediphenol C(C)(C)(C)C1=C(C=C(C(=C1)C1=C(C=CC=C1)O)C(C)(C)C)C1=C(C=CC=C1)O